(±)-5-(8-chloro-3-(trans-2-cyanocyclopropanecarboxamido)isoquinolin-6-yl)-N,1-dimethyl-1H-pyrazole-3-carboxamide ClC=1C=C(C=C2C=C(N=CC12)NC(=O)[C@H]1[C@@H](C1)C#N)C1=CC(=NN1C)C(=O)NC |r|